tert-butyl ((6-(2-chloro-3-(5-chloro-6-(3-methoxy-4-((7-oxo-2,6-diazaspiro[3.4]octan-2-yl)methyl)phenyl)pyrimidin-4-yl)phenyl)-2-methoxypyridin-3-yl)methyl)(2-hydroxyethyl)carbamate ClC1=C(C=CC=C1C1=NC=NC(=C1Cl)C1=CC(=C(C=C1)CN1CC2(C1)CNC(C2)=O)OC)C2=CC=C(C(=N2)OC)CN(C(OC(C)(C)C)=O)CCO